O[C@H](CCC)C1=CC(=C(C=N1)C=1C=2N(C3=CC=NC=C3C1)C(=CN2)C(=O)N)C 4-{6-[(R)-1-hydroxybutyl]-4-methylpyridin-3-yl}imidazo[1,2-a]1,6-naphthyridin-carboxamide